methyl (1r,2'R,4R)-4-(3-chloroanilino)-2'-[(2S)-2-(hydroxymethyl)butyl]-2',3'-dihydrospiro[cyclohexane-1,1'-indene]-4-carboxylate ClC=1C=C(NC2(CCC3([C@@H](CC4=CC=CC=C34)C[C@H](CC)CO)CC2)C(=O)OC)C=CC1